CC1CN(C1)C=1C=CC2=C(C1)[Si]1(CCCCC1)C1=C(C23OC(C2=CC=C(C=C23)C(=O)OC(C)(C)C)=O)C=CC(=C1)N1CC(C1)C tert-butyl 3',7'-bis(3-methylazetidin-1-yl)-3-oxo-3H-dispiro[isobenzofuran-1,10'-dibenzo[b,e]siline-5',1''-silinane]-6-carboxylate